tert-butyl 8-[6-(2-cyano-3,6-difluoro-phenoxy)-4-oxo-quinazolin-3-yl]-2-azaspiro[4.5]decane-2-carboxylate C(#N)C1=C(OC=2C=C3C(N(C=NC3=CC2)C2CCC3(CCN(C3)C(=O)OC(C)(C)C)CC2)=O)C(=CC=C1F)F